C1(=CC=CC=C1)C(C1=CC=CC=C1)=NC1=C(C=C(C=N1)N1CCN(CC1)C(=O)OC(C)(C)C)F tert-butyl 4-(6-((diphenylmethylene)amino)-5-fluoropyridin-3-yl)piperazine-1-carboxylate